C(C1=CC=CC=C1)OP(=O)(OCC1=CC=CC=C1)OCC(CC(=O)OCCl)(C)C chloromethyl 4-((bis(benzyloxy)phosphoryl)oxy)-3,3-dimethylbutanoate